4-(2-(4-aminopiperidin-1-yl)-5-(3-fluoro-4-methoxyphenyl)-1-methyl-6-oxo-1,6-dihydropyrimidin-4-yl)-2-fluorobenzonitrile NC1CCN(CC1)C=1N(C(C(=C(N1)C1=CC(=C(C#N)C=C1)F)C1=CC(=C(C=C1)OC)F)=O)C